N-((3R,5R)-5-methylpyrrolidin-3-yl)-5-(3-(trifluoromethyl)phenyl)oxazole-2-carboxamide TFA salt OC(=O)C(F)(F)F.C[C@@H]1C[C@H](CN1)NC(=O)C=1OC(=CN1)C1=CC(=CC=C1)C(F)(F)F